COC1=C(C=C(C(=C1)SCC)OC)CCN 2-[2,5-Dimethoxy-4-(ethylthio)phenyl]ethanamine